(S)-2-((4-(6-((5-acetylthiophen-2-yl)methoxy)pyridine-2-yl)piperidin-1-yl)methyl)-1-(oxetan-2-ylmethyl)-1H-benzo[d]imidazole-6-carboxylic acid methyl ester COC(=O)C=1C=CC2=C(N(C(=N2)CN2CCC(CC2)C2=NC(=CC=C2)OCC=2SC(=CC2)C(C)=O)C[C@H]2OCC2)C1